The molecule is a member of the class of borate esters obtained by the formal condensation of three equivalents of methanol with boric acid. B(OC)(OC)OC